3-(2-fluoro-phenyl)acrylic acid ethyl ester C(C)OC(C=CC1=C(C=CC=C1)F)=O